FC1=C(C(=CC=C1)F)C(C)N1N=CC(=C1)NC(=O)C1=NOC(=C1)C=1SC=CC1 N-(1-(1-(2,6-difluorophenyl)ethyl)-1H-pyrazol-4-yl)-5-(thiophen-2-yl)isoxazole-3-carboxamide